N[13CH2]C=O [2-13C]glycinal